FC(CN1N=NC(=C1)CC(=O)NC1=NNC=C1)(F)F 3-({[1-(2,2,2-trifluoroethyl)-1H-1,2,3-triazol-4-yl]acetyl}amino)-1H-pyrazol